COC1=CC=C(CN2C(=NC3=NC=C(C=C32)C=3C2=C(C(NC3)=O)NC(=C2)C)C)C=C1 4-(1-(4-methoxybenzyl)-2-methyl-1H-imidazo[4,5-b]pyridin-6-yl)-2-methyl-1,6-dihydro-7H-pyrrolo[2,3-c]pyridin-7-one